NC1=CC=C(C=N1)C1=NN2C=NC=3C=CC=CC3C2=N1 2-(6-aminopyridin-3-yl)[1,2,4]triazolo[1,5-c]quinazolin